N1C2(CC3=CC=CC=C13)C=NOC1=C2C2=CC=CC=C2C=C1 naphthooxazinespiro(indoline)